2-((2S,3S,4S,5R)-4-(benzyloxy)-5-((2,2-dimethyl-1,3-dioxolan-4-yl)methyl)-3-((4-methoxybenzyl)oxy)tetrahydrofuran-2-yl)acetaldehyde C(C1=CC=CC=C1)O[C@@H]1[C@H]([C@@H](O[C@@H]1CC1OC(OC1)(C)C)CC=O)OCC1=CC=C(C=C1)OC